BrC1C(OC2=C(C1=O)C=C(C=C2)C2=NC(=NO2)C=2C=NC=CC2)(CO)CO 3-bromo-2,2-bis(hydroxymethyl)-6-[3-(pyridin-3-yl)-1,2,4-oxadiazol-5-yl]-3,4-dihydro-2H-1-benzopyran-4-one